N-(4-(2-(2-aminopyridin-3-yl)-5-phenyl-3H-imidazo[4,5-b]pyridin-3-yl)benzyl)-6-cyanopicolinamide NC1=NC=CC=C1C1=NC=2C(=NC(=CC2)C2=CC=CC=C2)N1C1=CC=C(CNC(C2=NC(=CC=C2)C#N)=O)C=C1